BrC1=CC=C(C2=C1NC=N2)C(=O)N2C1C=3C(=NN(C3CC2)C2=C(C=C(C=C2)C2CCC2)O)OCCN(C1)C(C=C)=O 1-(5-(7-bromo-1H-benzo[d]imidazole-4-carbonyl)-2-(4-cyclobutyl-2-hydroxyphenyl)-2,3,4,5,5a,6,8,9-octahydro-7H-10-oxa-1,2,5,7-tetraazacycloocta[cd]inden-7-yl)prop-2-en-1-one